COC[C@@H](C1=CC=CC=C1)NC(C1=CC=CC=C1)=O N-((R)-2-methoxy-1-phenylethyl)benzamide